FC(C1=NNC=C1CN)(F)F [3-(trifluoromethyl)-1H-pyrazol-4-yl]Methylamine